CO[C@@H](C(=O)NC=1SC(=NN1)N[C@H]1CN(CC1)C=1SC=2C(=NC=C(C2)C(F)(F)F)N1)C1=CC=CC=C1 (R)-2-methoxy-2-phenyl-N-(5-(((R)-1-(6-(trifluoromethyl)thiazolo[4,5-b]pyridin-2-yl)pyrrolidin-3-yl)amino)-1,3,4-thiadiazol-2-yl)acetamide